FC(C1=CC(=C(C=C1)NC(=O)C1=NC=CN=C1)C=C)(F)F N-(4-trifluoromethyl-2-vinylphenyl)pyrazine-2-carboxamide